2-(2-(1H-1,2,3-triazol-4-yl)ethoxy)-1-(2-((2,3-dihydro-1H-inden-2-yl)amino)-5,7-dihydro-6H-pyrrolo[3,4-d]pyrimidin-6-yl)propan-1-one N1N=NC(=C1)CCOC(C(=O)N1CC=2N=C(N=CC2C1)NC1CC2=CC=CC=C2C1)C